ClC=1C=C(C=CC1F)NC(=O)C1=C(N=CN1C)C1CC2CC(CC2C1)(CC#C)O N-(3-chloro-4-fluorophenyl)-4-(5-hydroxy-5-(prop-2-yn-1-yl)octahydro-pentalen-2-yl)-1-methyl-1H-imidazole-5-carboxamide